isopropyl 2-((5-acrylamido-4-((2-(diethylamino) ethyl)(methyl)amino)-2-methoxyphenyl)amino)-4-(5-bromo-3,3-dimethyl-2,3-dihydro-1H-pyrrolo[3,2-b]pyridin-1-yl)pyrimidine-5-carboxylate C(C=C)(=O)NC=1C(=CC(=C(C1)NC1=NC=C(C(=N1)N1CC(C2=NC(=CC=C21)Br)(C)C)C(=O)OC(C)C)OC)N(C)CCN(CC)CC